tert-butyl 6-(3-chloro-2-((1,3-dioxaindolin-2-yl) methyl) benzyl)-2,6-diazaspiro[3.3]heptane-2-carboxylate ClC=1C(=C(CN2CC3(CN(C3)C(=O)OC(C)(C)C)C2)C=CC1)CC1OC2=CC=CC=C2O1